C(C)(C)OC=1C=NC=CC1 3-Isopropoxy-pyridine